(S)-5-Cyano-N-(8,9-difluoro-6-oxo-1,4,5,6-tetrahydro-2H-pyrano[3,4-c]isoquinolin-1-yl)-N-methyl-1H-indole-2-carboxamide C(#N)C=1C=C2C=C(NC2=CC1)C(=O)N(C)[C@@H]1COCC=2NC(C=3C=C(C(=CC3C21)F)F)=O